2,5-dioxopyrrolidin-1-yl 18-azidooctadecanoate N(=[N+]=[N-])CCCCCCCCCCCCCCCCCC(=O)ON1C(CCC1=O)=O